COC=1C(=CC2=C(C1)OCC1=C2N(N=C1C(=O)O)C1=CSC=C1)C1=CN(C=C1)C 7-Methoxy-8-(1-methyl-1H-pyrrol-3-yl)-1-thiophen-3-yl-1,4-dihydro-chromeno[4,3-c]pyrazole-3-carboxylic acid